CC1(OCCC(C1)C=1C=C2C=C(NC2=CC1)C(=O)N(C1=CC=CC=C1)C)C 5-(2,2-dimethyltetrahydro-2H-pyran-4-yl)-N-methyl-N-phenyl-1H-indole-2-carboxamide